2-(8-amino-5-(4-methylquinolin-6-yl)tetrazolo[1,5-a]pyrazin-6-yl)benzonitrile NC=1C=2N(C(=C(N1)C1=C(C#N)C=CC=C1)C=1C=C3C(=CC=NC3=CC1)C)N=NN2